butoxy-7-((2-isopropyl-1,2,3,4-tetrahydroisoquinolin-6-yl)methyl)imidazo[2,1-f][1,2,4]triazin-4-amine C(CCC)OC1=NN2C(C(=N1)N)=NC=C2CC=2C=C1CCN(CC1=CC2)C(C)C